F[C@@H]1[C@@H](C1)C(=O)NC=1N=C2N(C=C(N=C2)C2=C3C=NNC3=C(C(=C2OC)F)C(C)O)C1 (1S,2S)-2-fluoro-N-(6-(6-fluoro-7-(1-hydroxyethyl)-5-methoxy-1H-indazol-4-yl)imidazo[1,2-a]pyrazin-2-yl)cyclopropane-1-carboxamide